FC=1C=C2C(=C(C(N(C2=CC1)CCC#N)=O)C(\C=C\C=1C=NC=CC1)=O)C1=CC=CC=C1 3-{6-fluoro-2-oxo-4-phenyl-3-[(2E)-3-(pyridin-3-yl)prop-2-enoyl]-1,2-dihydroquinolin-1-yl}propanenitrile